tert-butyl 4-(4-hydroxypyrazol-1-yl)piperidine-1-carboxylate OC=1C=NN(C1)C1CCN(CC1)C(=O)OC(C)(C)C